FC1=C2C(COCC2=CC(=C1)F)=C 5,7-difluoro-4-methyleneisochromane